(R,Z)-N-(1-(2-ethyl-3,6-dimethyl-4-oxo-3,4-dihydroquinazolin-8-yl)ethylidene)-2-methylpropane-2-sulfinamide C(C)C1=NC2=C(C=C(C=C2C(N1C)=O)C)\C(\C)=N/[S@](=O)C(C)(C)C